Ethyl 3,4-dihydro-2H-benzo[b][1,4]oxazine-2-carboxylate O1C2=C(NCC1C(=O)OCC)C=CC=C2